O[C@H]1CN(C[C@@H]1O)C1=NC(=CC(=C1)C=1C=C(C=CC1C)NC(=O)N1C[C@@H](CC1)CC(F)(F)F)N1CCOCC1 (3S)-N-(3-[2-[(3S,4S)-3,4-dihydroxypyrrolidin-1-yl]-6-(morpholin-4-yl)pyridin-4-yl]-4-methylphenyl)-3-(2,2,2-trifluoroethyl)pyrrolidine-1-carboxamide